4-(3-bromophenyl)-2,6-diphenylpyrimidine BrC=1C=C(C=CC1)C1=NC(=NC(=C1)C1=CC=CC=C1)C1=CC=CC=C1